ClC=1C(=C(C=CC1)NC(=S)C=1C(NCCC1O)=O)OC N-(3-chloro-2-methoxyphenyl)-4-hydroxy-2-oxo-1,2,5,6-tetrahydropyridine-3-carbothioamide